CC(C)N1N=CC(=C1)C(=O)NN 1-(prop-2-yl)-1H-pyrazole-4-carboxylic acid hydrazide